C(C)(C)(C)[Si](C)(C)OCCN1N=C(C(=C1C)B1OC(C(O1)(C)C)(C)C)C tert-butyl-[2-[3,5-dimethyl-4-(4,4,5,5-tetramethyl-1,3,2-dioxaborolan-2-yl)pyrazol-1-yl]ethoxy]-dimethyl-silane